5-chloro-1-(2-chlorobenzyl)-4-(2-((2,2-difluoroethyl)amino)ethyl)-1H-pyrazole-3-carboxylic acid ClC1=C(C(=NN1CC1=C(C=CC=C1)Cl)C(=O)O)CCNCC(F)F